7-((R)-3-Amino-piperidin-1-ylmethyl)-8-chloro-3-(5-chloro-2-ethanesulfonyl-benzyl)-6-trifluoromethyl-1H-quinazoline-2,4-dione N[C@H]1CN(CCC1)CC1=C(C=C2C(N(C(NC2=C1Cl)=O)CC1=C(C=CC(=C1)Cl)S(=O)(=O)CC)=O)C(F)(F)F